C(C)OC(=O)C=1N(C=C(C1)C(NC1=CC(=CC(=C1)NS(=O)(=O)C)Cl)=O)C1=NC=CC=C1 4-[(3-chloro-5-methanesulfonamidophenyl)carbamoyl]-1-(pyridin-2-yl)-1H-pyrrole-2-carboxylic acid ethyl ester